CC1=NN=C2N1C=CC(=C2C)C(CC(=O)OCC)C=2C=C(C1=C(C=CS1)C2)CN2CC1(OC3=C(C2)N=C(C=C3)O)CC1 Ethyl 3-(3,8-dimethyl[1,2,4]triazolo[4,3-a]pyridin-7-yl)-3-{7-[(7'-hydroxy-3'H-spiro[cyclopropane-1,2'-pyrido[2,3-f][1,4]oxazepin]-4'(5'H)-yl)methyl]-1-benzothiophen-5-yl}propanoate